C(=O)O.CC1=NN2C(C=C(C(=C2)NC(=O)N2CCC=3C2=NC=CC3N3C[C@H](NCC3)C)C)=N1 (R)-N-(2,7-dimethyl-[1,2,4]triazolo[1,5-a]pyridin-6-yl)-4-(3-methylpiperazin-1-yl)-2,3-dihydro-1H-pyrrolo[2,3-b]pyridine-1-carboxamide formate